OC1=C(C=C(C=C1)C=O)I 4-Hydroxy-3-iodobenzenecarbaldehyde